tert-butyl 3-(3-methoxy-3-oxopropanoyl)-3-(prop-2-en-1-yl)azetidine-1-carboxylate COC(CC(=O)C1(CN(C1)C(=O)OC(C)(C)C)CC=C)=O